Bis(2-ethylbutyl) 9,9'-((4-(2-(4-(2-((3-(bis(2-hydroxy-7-isopropoxy-7-oxoheptyl)amino)propyl)disulfaneyl)ethyl)piperazin-1-yl)ethoxy)-4-oxobutyl)azanediyl)bis(8-hydroxynonanoate) OC(CN(CCCSSCCN1CCN(CC1)CCOC(CCCN(CC(CCCCCCC(=O)OCC(CC)CC)O)CC(CCCCCCC(=O)OCC(CC)CC)O)=O)CC(CCCCC(OC(C)C)=O)O)CCCCC(=O)OC(C)C